C(=C)[C@@](CO)(N)[C@H](O)CCCCCCCCCCCCCCC 2-vinylsphinganine